oxa-6-azabicyclo[3.1.1]heptane C12OCCC(N1)C2